2-(2,6-Dimethyl-4-(3-(5-oxo-4-(4-(trifluoromethyl)phenyl)-4,5-dihydro-1H-1,2,4-triazol-1-yl)propyl)phenoxy)-2-methylpropionic acid CC1=C(OC(C(=O)O)(C)C)C(=CC(=C1)CCCN1N=CN(C1=O)C1=CC=C(C=C1)C(F)(F)F)C